O=C1N(CC=2C=C3C(=CC12)CCC1(O3)CNC1)N1C(CCCC1=O)=O (6'-oxo-3',4',6',8'-tetrahydro-7'H-spiro[azetidine-3,2'-pyrano[2,3-f]isoindol]-7'-yl)piperidine-2,6-dione